4-[4-cyano-2-methyl-6-(1-methylpyrazol-4-yl)indazol-3-yl]-2-(difluoromethoxy)benzoic acid C(#N)C=1C2=C(N(N=C2C=C(C1)C=1C=NN(C1)C)C)C1=CC(=C(C(=O)O)C=C1)OC(F)F